ClC1=CC=C(C=C1)C#CC=1N=C(N(C1C)C=1C=NC(=CC1)C)C(=O)N 4-[2-(4-Chlorophenyl)ethynyl]-5-methyl-1-(6-methyl-3-pyridyl)imidazole-2-carboxamide